4-(6-((2-fluoro-4-(methoxycarbonyl)benzyl)oxy)pyridin-2-yl)piperidine-1-carboxylic acid tert-butyl ester C(C)(C)(C)OC(=O)N1CCC(CC1)C1=NC(=CC=C1)OCC1=C(C=C(C=C1)C(=O)OC)F